tert-Butyl 2-(2-{(S)-(4,4-difluorocyclohexyl)[(4-methyl-1,2,5-oxadiazole-3-carbonyl)-amino]methyl}imidazo[1,2-b]pyridazin-7-yl)-4,4-difluoropiperidine-1-carboxylate FC1(CCC(CC1)[C@@H](C=1N=C2N(N=CC(=C2)C2N(CCC(C2)(F)F)C(=O)OC(C)(C)C)C1)NC(=O)C1=NON=C1C)F